2-(6-(((1S,2R,3R,5S)-2-fluoro-8-methyl-8-azabicyclo[3.2.1]oct-6-en-3-yl)(methyl)amino)pyridazin-3-yl)-5-(2-methoxypyridin-4-yl)phenol F[C@H]1[C@@H]2C=C[C@H](C[C@H]1N(C1=CC=C(N=N1)C1=C(C=C(C=C1)C1=CC(=NC=C1)OC)O)C)N2C